1,1-bis(4-hydroxy-2-chlorophenyl)ethane OC1=CC(=C(C=C1)C(C)C1=C(C=C(C=C1)O)Cl)Cl